hydroxyindolium methyl-(S)-3-(3-bromo-5-iodophenyl)-2-(((2-(trimethylsilyl)ethoxy)carbonyl)amino)propanoate COC([C@H](CC1=CC(=CC(=C1)I)Br)NC(=O)OCC[Si](C)(C)C)=O.O[NH+]1C=CC2=CC=CC=C12